benzyl 2-(5-benzyloxy-4-bromo-2-fluoro-phenyl)acetate C(C1=CC=CC=C1)OC=1C(=CC(=C(C1)CC(=O)OCC1=CC=CC=C1)F)Br